C1(CC1)NC(C1=NC=C(C=C1)N1CCN(CC1)CC=1C=NC=2C(=C(C(NC2C1)=O)C(F)(F)F)C)=O N-cyclopropyl-5-(4-((8-methyl-6-oxo-7-(trifluoromethyl)-5,6-dihydro-1,5-naphthyridin-3-yl)methyl)piperazin-1-yl)picolinamide